(2-(4-hydroxyphenyl)-2-methylpropanoyl)-L-valyl-D-glutamic acid OC1=CC=C(C=C1)C(C(=O)N[C@@H](C(C)C)C(=O)N[C@H](CCC(=O)O)C(=O)O)(C)C